Trimethylsilylethyl chloromethyl ether ClCOCC[Si](C)(C)C